8-[(2S,5R)-5-ethyl-2-methyl-4-{1-[4-(trifluoromethyl)phenyl]ethyl}piperazin-1-yl]-5-methyl-6-oxo-5,6-dihydro-1,5-naphthyridine-2-carbonitrile C(C)[C@H]1N(C[C@@H](N(C1)C1=CC(N(C=2C=CC(=NC12)C#N)C)=O)C)C(C)C1=CC=C(C=C1)C(F)(F)F